BrC=1C=2N(C=C(C1)C(C)C)C=C(N2)[C@@H](C)N[S@](=O)C(C)(C)C (R)-N-((R)-1-(8-bromo-6-isopropylimidazo[1,2-a]pyridin-2-yl)ethyl)-2-methylpropane-2-sulfinamide